6-bromo-8-fluoro-4-methyl-2H-isoquinolin-1-one BrC=1C=C2C(=CNC(C2=C(C1)F)=O)C